6-(N-(4-chloro-2-((N-(furan-2-ylmethyl)cyclopropanecarboxamido)methyl)phenyl)-N-ethylsulfamoyl)-1,3-Dimethyl-1H-indole-2-carboxylic acid ClC1=CC(=C(C=C1)N(S(=O)(=O)C1=CC=C2C(=C(N(C2=C1)C)C(=O)O)C)CC)CN(C(=O)C1CC1)CC=1OC=CC1